ethyl 3-methyl-2,4-dioxo-1,2,3,4-tetrahydropyrimidine-5-carboxylate CN1C(NC=C(C1=O)C(=O)OCC)=O